2-methyl-2-pyrazolo[1,5-a]pyridin-6-yl-propionamide CC(C(=O)N)(C)C=1C=CC=2N(C1)N=CC2